benzyl 3-[(3-iodo-1-tetrahydropyran-2-yl-indazol-5-yl)oxymethyl]pyrrolidine-1-carboxylate IC1=NN(C2=CC=C(C=C12)OCC1CN(CC1)C(=O)OCC1=CC=CC=C1)C1OCCCC1